Cl.C1=C(C=CC2=CC=CC=C12)CCN 2-(2-naphthyl)ethylamine hydrochloride